FC(CN1C2([C@@H]([C@H]([C@H]([C@H](O2)CO)O)N2N=NC(=C2)C2=CC(=C(C(=C2)F)F)F)O)CCCC1=O)F (2r,3r,4s,5r)-7-(2,2-difluoroethyl)-3,5-dihydroxy-2-(hydroxymethyl)-4-(4-(3,4,5-trifluorophenyl)-1H-1,2,3-triazol-1-yl)-1-oxa-7-azaspiro[5.5]undecan-8-one